Cl.FC1(CCC(CC1)[C@H](NC(=O)C1=NON=C1C)C=1N=C2N(N=CC(=N2)C2NCCC(C2)(C(F)(F)F)O)C1)F N-[(S)-(4,4-Difluorocyclohexyl){3-[4-hydroxy-4-(trifluoromethyl)piperidin-2-yl]-imidazo[1,2-b][1,2,4]triazin-6-yl}methyl]-4-methyl-1,2,5-oxadiazole-3-carboxamide hydrochloride